CC(N)(C)C(=O)O 2-methylalanine